N-(4-amino-2-tetrahydropyran-2-yl-pyrazolo[4,3-c]pyridin-7-yl)-N'-methyl-N'-[(2-phenylphenyl)methyl]oxamide NC1=NC=C(C=2C1=CN(N2)C2OCCCC2)NC(=O)C(=O)N(CC2=C(C=CC=C2)C2=CC=CC=C2)C